OC1=C(C=C(C=C1)CC=C)C=1C=CC2=C(C=C(O2)C)C1 5-[2-hydroxy-5-(2-propenyl)phenyl]-2-methylbenzofuran